N-methyl-N-[(1S)-1-phenyl-2-((3S)-3-hydroxypyrrolidine-1-yl)-ethyl]-2-aminophenylacetamide 2HCl Cl.Cl.CN(C(CC1=C(C=CC=C1)N)=O)[C@H](CN1C[C@H](CC1)O)C1=CC=CC=C1